C(C)C(CN(C(CC(C)(C)C)=O)CC(CCCC)CC)CCCC N,N-bis(2-ethylhexyl)-3,3-dimethylbutanamide